CN1N=CC(=C1C=1C=CC=2N=C(N=C(C2N1)N1[C@@H](COCC1)C)C1=C2C=NNC2=CC=C1)C (R)-4-(6-(1,4-dimethyl-1H-pyrazol-5-yl)-2-(1H-indazol-4-yl)pyrido[3,2-d]pyrimidin-4-yl)-3-methylmorpholine